1'-(tert-butyl) 5'-methyl (3'R,4'R,5'S)-4'-(3-((3aS,4S,6S,7aR)-3a,5,5-trimethylhexahydro-4,6-methanobenzo[d][1,3,2]dioxaborol-2-yl)propyl)-[1,3'-bipyrrolidine]-1',5'-dicarboxylate C[C@]12[C@H](OB(O1)CCC[C@@H]1[C@H](CN([C@@H]1C(=O)OC)C(=O)OC(C)(C)C)N1CCCC1)C[C@H]1C([C@@H]2C1)(C)C